BrC=1C=C(C=C2CCCN(C12)[C@H]1C[C@](N(C1)C(=O)OC(C)(C)C)(C)COC)Cl (2R,4S)-tert-butyl 4-(8-bromo-6-chloro-3,4-dihydroquinolin-1(2H)-yl)-2-(methoxymethyl)-2-methylpyrrolidine-1-carboxylate